FC(OC[C@H]1N(CCN(C1)C(=O)OCC1=CC=CC=C1)C(=O)OC(C)(C)C)F (S)-4-benzyl 1-tert-butyl 2-((difluoromethoxy)methyl)piperazine-1,4-dicarboxylate